C(C1=CC=CC=C1)NC(C1=C(C=CC=C1)OC1=CC=CC=C1)=O N-BENZYL-2-PHENOXYBENZAMIDE